N-cyclohexyl-4-(((2S,3R,4R,5S)-3,4,5-trihydroxy-2-(hydroxymethyl)piperidin-1-yl)methyl)piperidine-1-carboxamide C1(CCCCC1)NC(=O)N1CCC(CC1)CN1[C@H]([C@H]([C@@H]([C@H](C1)O)O)O)CO